((S)-4-(7-((5-chloro-6-fluoro-1H-indazol-4-yl)methyl)-2-(((S)-1-methylpyrrolidin-2-yl)methoxy)-5H-pyrrolo[3,2-d]pyrimidin-4-yl)piperazin-2-yl)acetonitrile ClC=1C(=C2C=NNC2=CC1F)CC1=CNC2=C1N=C(N=C2N2C[C@@H](NCC2)CC#N)OC[C@H]2N(CCC2)C